ClC=1C(N(C(=C(C1)C(C(C)C)O)C1=C(C=CC=C1F)F)CC)=O 3-chloro-6-(2,6-difluorophenyl)-1-ethyl-5-(1-hydroxy-2-methylpropyl)pyridin-2(1H)-one